chloro-2-((2-methoxy-4-morpholinyl-5-nitrophenyl)amino)pyrimidine-5-carboxylic acid ClC1=NC(=NC=C1C(=O)O)NC1=C(C=C(C(=C1)[N+](=O)[O-])N1CCOCC1)OC